FC1=C(C=CC(=C1C)OC1=CC2=C(N(N=N2)C)C=C1)NC=1C2=C(N=CN1)C=CC(=N2)N2C[C@@H](C[C@@H](C2)C)NC(C=C)=O N-((3R,5S)-1-(4-((2-fluoro-3-methyl-4-((1-methyl-1H-benzo[d][1,2,3]triazol-5-yl)oxy)phenyl)amino)pyrido[3,2-d]pyrimidin-6-yl)-5-methylpiperidin-3-yl)acrylamide